5-nitro-6-prop-2-ynyloxy-1H-indazole [N+](=O)([O-])C=1C=C2C=NNC2=CC1OCC#C